1,1'-(1,3-phenylenedicarbonyl)-bis-(2-methylaziridine) C1(=CC(=CC=C1)C(=O)N1C(C1)C)C(=O)N1C(C1)C